CC1=CC=C(C=N1)CN1C[C@@](CC1)(CCC=1SC=CC1)CO (S)-(1-((6-methylpyridin-3-yl)methyl)-3-(2-(thiophen-2-yl)ethyl)pyrrolidin-3-yl)methanol